FC1=CC=C2C=CN(C2=C1)C 6-fluoro-1-methyl-1H-indole